(3-(2-chloro-4-(trifluoromethyl)phenyl)-2-oxo-2,3-dihydrobenzothiazol-6-yloxy)isovaleric acid ethyl ester C(C)OC(C(C(C)C)OC1=CC2=C(N(C(S2)=O)C2=C(C=C(C=C2)C(F)(F)F)Cl)C=C1)=O